N-(2-chlorophenyl)-2-acetyl-3-methylaminobut-2-enethioamide ClC1=C(C=CC=C1)NC(C(=C(C)NC)C(C)=O)=S